(S)-N-(7-chloro-6-(4-((3S,4S)-4-hydroxy-3-methyltetrahydrofuran-3-yl)piperazin-1-yl)isoquinolin-3-yl)-5,5-dimethyltetrahydrofuran-3-carboxamide ClC1=C(C=C2C=C(N=CC2=C1)NC(=O)[C@@H]1COC(C1)(C)C)N1CCN(CC1)[C@]1(COC[C@H]1O)C